N,N-dimethyl-ammonium formate C(=O)[O-].C[NH2+]C